3'-hydroxy-6,6-dimethyl-3-(2-(2-propenoyl)-2,6-diazaspiro[3.4]octan-6-yl)-5,6,7,8-tetrahydro[1,1'-binaphthalene]-2-carbonitrile OC=1C=C(C2=CC=CC=C2C1)C=1C(=C(C=C2CC(CCC12)(C)C)N1CC2(CN(C2)C(C=C)=O)CC1)C#N